[2-(9H-fluoren-9-ylmethoxycarbonyl)-7-[(3S)-3-(1-piperidinylmethyl)-3,4-dihydro-1H-isoquinoline-2-carbonyl]-3,4-dihydro-1H-isoquinolin-6-yl]indolizine-1-carboxylic acid C1=CC=CC=2C3=CC=CC=C3C(C12)COC(=O)N1CC2=CC(=C(C=C2CC1)C=1C(=C2C=CC=CN2C1)C(=O)O)C(=O)N1CC2=CC=CC=C2C[C@H]1CN1CCCCC1